FC=1C=C(C=NC1)S(=O)(=O)N[C@@H](C(F)(F)F)C1=CC=C(C=C1)OC (R)-5-fluoro-N-(2,2,2-trifluoro-1-(4-methoxyphenyl)ethyl)pyridine-3-sulfonamide